9(10H)-Anthracenon C1=CC=CC=2CC3=CC=CC=C3C(C12)=O